6-cyano-N-(2,2-difluoroethyl)-5-(4-(3-(5-methyl-6-oxo-1,6-dihydropyrimidin-2-yl)cyclopent-2-en-1-yl)piperazin-1-yl)picolinamide C(#N)C1=C(C=CC(=N1)C(=O)NCC(F)F)N1CCN(CC1)C1C=C(CC1)C=1NC(C(=CN1)C)=O